N1C=NC=CC(=C1)C1=NC(=NN1CC1CC(C1)C(F)(F)F)C(=O)N [1,3-diazepin-6-yl]-1-(((1S,3R)-3-trifluoromethylcyclobutyl)methyl)-1H-1,2,4-triazole-3-carboxamide